O[C@H]1C[C@@H](CCC1)C1=NC2=CC=C(C=C2C=C1)C=O 2-((1R,3r)-3-hydroxycyclohexyl)quinoline-6-carbaldehyde